ClC=1N=C(OC1C1=CNC2=CC=CC=C12)CC 3-(4-chloro-2-ethyl-oxazol-5-yl)-indole